4,13-dichloro-10-[2,6-difluoro-4-({2-[(2-hydroxyethyl)(methyl)amino]ethyl}amino)phenyl]-8-ethyl-6,8,10-triazatricyclo[9.4.0.02,7]pentadeca-1(11),2(7),3,5,12,14-hexaen-9-one ClC1=CC=2C=3C=CC(=CC3N(C(N(C2N=C1)CC)=O)C1=C(C=C(C=C1F)NCCN(C)CCO)F)Cl